(S)-4-(((benzyloxy) carbonyl) amino)-5-hydroxypentanoate C(C1=CC=CC=C1)OC(=O)N[C@@H](CCC(=O)[O-])CO